FC1=C(NC2=C(NC3=C2C(N(CC3)C)=O)C3=CC(=NC=C3)NC(CC3=CC=C(C=C3)F)=O)C=C(C=C1)F N-{4-[3-(2,5-difluoroanilino)-5-methyl-4-oxo-4,5,6,7-tetrahydro-1H-pyrrolo[3,2-c]pyridin-2-yl]pyridin-2-yl}-2-(4-fluorophenyl)acetamid